N-((3R,5R)-1-cyano-5-methylpyrrolidin-3-yl)acrylamide C(#N)N1C[C@@H](C[C@H]1C)NC(C=C)=O